ClC1=NC=CC(=N1)C1=CNC2=CC=C(C=C12)[N+](=O)[O-] 3-(2-chloropyrimidine-4-yl)-5-nitro-1H-indole